phenyl-[(2-fluorophenyl) methyl] sulfide C1(=CC=CC=C1)SCC1=C(C=CC=C1)F